(S)-1-((6-cyano-5-(trifluoromethyl)pyridin-3-yl)amino)-3-(4-cyanophenoxy)-2-methyl-1-oxopropan-2-yl 3-(dimethylamino)propanoate CN(CCC(=O)O[C@](C(=O)NC=1C=NC(=C(C1)C(F)(F)F)C#N)(COC1=CC=C(C=C1)C#N)C)C